CC=1N=C(SC1C)NN=C1C(N(N=C1C1=CC(=CC=C1)OC)C=1SC=C(N1)C1=CC=C(C=C1)OC)=O 4-(2-(4,5-dimethylthiazol-2-yl)hydrazineylidene)-5-(3-methoxyphenyl)-2-(4-(4-methoxyphenyl)thiazol-2-yl)-2,4-dihydro-3H-pyrazol-3-one